CC1=C(C=NC=C1)C=1C=CC=C2[C@@H](CCOC12)CNC(OC(C)(C)C)=O tert-butyl (R)-((8-(4-methylpyridin-3-yl)chroman-4-yl)methyl)carbamate